ClC1=NC=C(C=C1C(=O)NC1=C(C=C(C=C1)F)F)OC[C@H](C)NS(=O)(=O)C(F)(F)F 2-chloro-N-(2,4-difluorophenyl)-5-[(2S)-2-(trifluoromethylsulfonylamino)propoxy]pyridine-3-carboxamide